ClC(C(=O)Cl)=O 1,2-dichloroethanedione